sodium-silicon oxide [Si]=O.[Na]